N-methyl-2-[2-oxo-3-(2-phenoxyethyl)-4-prop-2-enoyl-piperazin-1-yl]imidazo[1,2-a]pyridine-6-carboxamide CNC(=O)C=1C=CC=2N(C1)C=C(N2)N2C(C(N(CC2)C(C=C)=O)CCOC2=CC=CC=C2)=O